C(=O)O.ClC=1C=C2CCCN(C2=C(C1)C1=C2C(=NC=C1)C=C(S2)CN2C(C1=CC=CC=C1C2)=O)[C@@H]2CNCC2 (S)-2-((7-(6-chloro-1-(pyrrolidin-3-yl)-1,2,3,4-tetrahydroquinolin-8-yl)thieno[3,2-b]pyridin-2-yl)methyl)isoindolin-1-one, formic acid salt